CC1=C2[C@H](C(=O)[C@@]3([C@H](C[C@@H]4[C@]([C@H]3[C@@H]([C@@](C2(C)C)(C[C@@H]1OC(=O)[C@@H]([C@H](C5=CC=CC=C5)NC(=O)C6=CC=CC=C6)O)O)OC(=O)C7=CC=CC=C7)(CO4)OC(=O)C)O)C)OC(=O)C The molecule is a tetracyclic diterpenoid isolated originally from the bark of the Pacific yew tree, Taxus brevifolia. It is a mitotic inhibitor used in cancer chemotherapy. Note that the use of the former generic name 'taxol' is now limited, as Taxol is a registered trade mark. It has a role as a microtubule-stabilising agent, a metabolite, a human metabolite and an antineoplastic agent. It is a tetracyclic diterpenoid and a taxane diterpenoid. It derives from a baccatin III.